FC1=CC=C(C=C1)C=1C=C2C=C(C(N(C2=NC1)CC1=NC=CC=N1)=O)C(=O)NC(C)C1=CC=C(C=C1)F 6-(4-fluorophenyl)-N-(1-(4-fluorophenyl)ethyl)-2-oxo-1-(pyrimidin-2-ylmethyl)-1,2-dihydro-1,8-naphthyridine-3-carboxamide